N-(3-chloro-4-fluorophenyl)-7-(2-((3,3-difluoro-1-(methylcarbamoyl)cyclobutyl)amino)-2-oxoacetyl)-6-methyl-2,3-dihydro-1H-pyrrolizine-5-carboxamide ClC=1C=C(C=CC1F)NC(=O)C=1N2CCCC2=C(C1C)C(C(=O)NC1(CC(C1)(F)F)C(NC)=O)=O